COC(=O)C=1C=2COCC2C(=C(C1N)Cl)Br 5-Amino-7-bromo-6-chloro-1,3-dihydroisobenzofuran-4-carboxylic acid methyl ester